s-pentanoate C(C(=O)[O-])CCC